ClC1=CNC2=C1C=CC=1CN(S(NC12)(=O)=O)CCOC 7-chloro-3-(2-methoxyethyl)-4,9-dihydro-1H-pyrrolo[3,2-h][2,1,3]benzothiadiazine 2,2-dioxide